C(C)OC(NC(C(C#N)NNC1=CC(=C(C(=C1)Cl)OC=1C=C2CCN(C(C2=CC1)=O)CC1=CC=CC=C1)Cl)=O)=O (2-(2-(4-((2-Benzyl-1-oxo-1,2,3,4-tetrahydroisoquinolin-6-yl)oxy)-3,5-dichlorophenyl)hydrazino)-2-cyanoacetyl)carbamic acid ethyl ester